(1r,4r)-4-((5-(4-fluoro-1-isopropyl-2-methyl-1H-benzo[d]imidazol-6-yl)-4-methoxypyrrolo[2,1-f][1,2,4]triazin-2-yl)amino)-1-methylcyclohexan-1-ol FC1=CC(=CC=2N(C(=NC21)C)C(C)C)C=2C=CN1N=C(N=C(C12)OC)NC1CCC(CC1)(O)C